ClC=1C(=C(C=2N(C1)C=CN2)C2=C(C=C(C=C2OC)CCC)OC)C 6-Chloro-8-(2,6-dimethoxy-4-propylphenyl)-7-methylimidazo[1,2-a]pyridine